CC1(OB(OC1(C)C)C1=CC(=CC=2C=COC21)CO)C (7-(4,4,5,5-tetramethyl-1,3,2-dioxaborolan-2-yl)benzofuran-5-yl)methanol